2,3,4,6-Tetraiodobenzoyl chloride IC1=C(C(=O)Cl)C(=CC(=C1I)I)I